NC=1C(=CC(=NC1)N1N=CC=2C1=NC=C(C2)C#N)OC2CCCC2 1-(5-amino-4-(cyclopentyloxy)pyridin-2-yl)-1H-pyrazolo[3,4-b]pyridine-5-carbonitrile